OCCCCOC1=C(C=C(C=C1)CO)OC 4-(4-hydroxybutoxy)-3-methoxyphenylmethanol